C1(CC1)CC1=NN2C(N(CC(C2)CNC(C=C)=O)C2=CC=C(C=C2)C(F)(F)F)=C1 N-((2-(cyclopropylmethyl)-4-(4-(trifluoromethyl)phenyl)-4,5,6,7-tetrahydropyrazolo[1,5-a]pyrimidin-6-yl)methyl)acrylamide